C(CC(C)C)C=1N=C(N(C1)C(=O)N)OC1=CC=CC=C1 isoamyl-2-phenoxy-1H-imidazole-1-carboxamide